4-tert-butyl-2,6-dichloro-pyridine C(C)(C)(C)C1=CC(=NC(=C1)Cl)Cl